C(C)N1[C@H](CNCC1)CF (R)-1-ethyl-2-(fluoromethyl)piperazine